N-((2S,3S)-2-(3-bromo-2-fluorobenzyl)-1-(2-hydroxy-2-methylpropanoyl)pyrrolidin-3-yl)-1,1-difluoromethanesulfonamide BrC=1C(=C(C[C@@H]2N(CC[C@@H]2NS(=O)(=O)C(F)F)C(C(C)(C)O)=O)C=CC1)F